Lithium bis(trifluoromethylsilyl)amide FC(F)(F)[SiH2][N-][SiH2]C(F)(F)F.[Li+]